COC1=C(C=CC=C1)N1C=NC=C1C(=O)O 1-(2-methoxyphenyl)-1H-imidazole-5-carboxylic acid